3,3',5,5'-tetramethyl-4,4'-biphenyl CC=1C=CC=C(C1C1=C(C=CC=C1C)C)C